3-(4-Fluorophenoxymethyl)-2-{[6-methyl-3-(1,3-thiazol-2-yl)pyridin-2-yl]carbonyl}-2-azabicyclo[3.1.1]heptan FC1=CC=C(OCC2N(C3CC(C2)C3)C(=O)C3=NC(=CC=C3C=3SC=CN3)C)C=C1